(2S,3S)-2-amino-3-(carbamimidoylsulfan-yl)butanoic acid N[C@@H](C(=O)O)[C@H](C)SC(N)=N